ethyl 2-{[6-(cyclopropylmethoxy)-5-(3-methoxyazetidin-1-yl)pyridine-2-carbonyl]amino}-2-ethyl-3-fluorobutanoate C1(CC1)COC1=C(C=CC(=N1)C(=O)NC(C(=O)OCC)(C(C)F)CC)N1CC(C1)OC